[Na+].C([O-])([O-])=O.[Na+] sodium carbonate, Sodium salt